Butylurethan CCCCNC(=O)OCC